8-benzyl-12-ethyl-4-oxa-8,12-diazadispiro[2.1.5.3]tridecan-13-one C(C1=CC=CC=C1)N1CCC2(OC3(CC3)C(N(C2)CC)=O)CC1